C(C1=CC=CC=C1)C=1NC(=NN1)C(=O)OCC ethyl 5-benzyl-4H-1,2,4-triazole-3-carboxylate